1-[4-[(3-diethylaminopropyl)diethoxysilyl]phenyl]-1-phenylethylene C(C)N(CCC[Si](C1=CC=C(C=C1)C(=C)C1=CC=CC=C1)(OCC)OCC)CC